C(#N)C1=CC(=C2C=CN=C(C2=C1)NCCC(=O)O)F 3-[(7-cyano-5-fluoro-1-isoquinolinyl)amino]propionic acid